OCC=1C(=NC=CC1C1=CN(C(C(=C1)NC1=NC=C(C=C1)N1[C@H](CN(CC1)C1COC1)C)=O)C)C1CC2=C(C=C3CCCCN23)C(N1)=O 3-[3-(hydroxymethyl)-4-[1-methyl-5-[[5-[(2S)-2-methyl-4-(oxetan-3-yl)piperazin-1-yl]-2-pyridyl]amino]-6-oxo-3-pyridyl]-2-pyridyl]-3,4,6,7,8,9-hexahydropyrido[3,4-b]indolizin-1-one